O1CC(C1)NC(=O)C1=NC(=NC=C1)N1CCN(CC1)C(=O)C1=CC=C(C=C1)C1=NC2=C(N1)C=CC=C2C(=O)N 2-(4-(4-(4-(oxetan-3-ylcarbamoyl)pyrimidin-2-yl)piperazine-1-carbonyl)phenyl)-1H-benzo[d]imidazole-4-carboxamide